C(CCC)C1=CC(=C(C=C1[N+](=O)[O-])CC(C)N)OC 1-(4-butyl-2-methoxy-5-nitrophenyl)propan-2-amine